methyl 5-(2-amino-[1,2,4]triazolo[1,5-a]pyridin-7-yl)-6-methoxynicotinate NC1=NN2C(C=C(C=C2)C=2C(=NC=C(C(=O)OC)C2)OC)=N1